tert-butyl 4-(((4R,5R)-1-(tert-butoxycarbonyl)-5-(4-(tert-butoxycarbonyl) phenyl)azepan-4-yl)methyl)-5,7-dimethyl-1H-indole-1-carboxylate C(C)(C)(C)OC(=O)N1CC[C@H]([C@@H](CC1)C1=CC=C(C=C1)C(=O)OC(C)(C)C)CC1=C2C=CN(C2=C(C=C1C)C)C(=O)OC(C)(C)C